4-chloro-2,5-dimethyl-N-(3-(5-methylthiazol-2-yl)phenyl)benzenesulfonamide ClC1=CC(=C(C=C1C)S(=O)(=O)NC1=CC(=CC=C1)C=1SC(=CN1)C)C